rel-N-[(1R)-1-(5-Cyano-3-methylpyrazin-2-yl)ethyl]-2-(7,8-difluoro-1,1,3-trioxo-4H-1lambda6,2,4-benzothiadiazin-2-yl)acetamide C(#N)C=1N=C(C(=NC1)[C@@H](C)NC(CN1S(C2=C(NC1=O)C=CC(=C2F)F)(=O)=O)=O)C |o1:8|